N-(1-Cyanocyclopropyl)-9-(5-(difluoromethyl)-1,3,4-thiadiazol-2-yl)-4-(4-(4-fluorobenzoyl)piperazin-1-yl)-9H-pyrimido[4,5-b]indole-7-sulfonamide C(#N)C1(CC1)NS(=O)(=O)C1=CC=C2C3=C(N(C2=C1)C=1SC(=NN1)C(F)F)N=CN=C3N3CCN(CC3)C(C3=CC=C(C=C3)F)=O